CCCCCCCCCCCCCCC N-PENTADECANE